N-(cyclopropylmethyl)-4-(3,4-dichlorophenyl)-1-(6-methyl-2-oxo-1,2-dihydroquinoline-4-carbonyl)piperazine-2-carboxamide C1(CC1)CNC(=O)C1N(CCN(C1)C1=CC(=C(C=C1)Cl)Cl)C(=O)C1=CC(NC2=CC=C(C=C12)C)=O